N12CC(C(CC1)CC2)O cis-3-quinuclidinol